(Trans)-4-(5-fluoro-3,4-dihydroisoquinolin-2(1H)-yl)piperidin-3-ol FC1=C2CCN(CC2=CC=C1)[C@H]1[C@@H](CNCC1)O